FCC=C(C(F)(F)F)C(F)(F)F 1,4,4,4-tetrafluoro-3-(trifluoromethyl)-2-butene